(R)-2-(3-(N-methylsulfamoyl)bicyclo[1.1.1]Pentane-1-yl)-3-oxohexahydroimidazo[1,5-a]Pyrazine-7(1H)-carboxylic acid tert-butyl ester C(C)(C)(C)OC(=O)N1C[C@@H]2N(CC1)C(N(C2)C21CC(C2)(C1)S(NC)(=O)=O)=O